C(C)(C)(C)OC(=O)N1CC(C1)I.CN1[C@H]2CN(C[C@@H]1CC2)C2=CC=C(N)C=C2 4-((1R,5S)-8-methyl-3,8-diazabicyclo[3.2.1]octan-3-yl)aniline tert-butyl-3-iodoazetidine-1-carboxylate